C(C)OC(=O)C1=C(N=C(N1)C1CCC(CC1)OC)C1=CC=C(C=C1)CNC(C1=C(C=CC(=C1)F)OC)=O 4-(4-((5-fluoro-2-methoxybenzamido)methyl)phenyl)-2-((1R,4R)-4-methoxycyclohexyl)-1H-imidazole-5-carboxylic acid ethyl ester